[N+](=O)([O-])C=1C=C(C=CC1OC1CCN(CC1)C1COC1)S(=O)(=O)NC(C1=CC=CC=C1)=O N-((3-nitro-4-((1-(oxetan-3-yl)piperidin-4-yl)oxy)phenyl)sulfonyl)benzamide